ONC(=O)C1=CC=2C[C@@H]3N(CC2C=C1)C(COC3)=O (S)-N-hydroxy-4-oxo-1,3,4,6,11,11a-hexahydro-[1,4]oxazino[4,3-b]isoquinoline-9-carboxamide